diphenyltin bis-(3-hydroxybutyrate) OC(CC(=O)[O-])C.OC(CC(=O)[O-])C.C1(=CC=CC=C1)[Sn+2]C1=CC=CC=C1